5-Tridecenoic acid C(CCCC=CCCCCCCC)(=O)O